5-(4,7-diazaspiro[2.5]octan-7-yl)-N-(8-fluoro-2-methyl-imidazo[1,2-a]pyridin-6-yl)pyrido[3,4-b]pyrazine-8-carboxamide C1CC12NCCN(C2)C2=NC=C(C=1C2=NC=CN1)C(=O)NC=1C=C(C=2N(C1)C=C(N2)C)F